FC(OC=1C=C(C=C2C(=NNC12)C1=C(C(=O)N)C=CC(=C1)F)C)F (7-(difluoromethoxy)-5-methyl-1H-indazol-3-yl)-4-fluorobenzamide